COC1=C(C2=CC=CC=C2C=C1)CC1=C(C=CC2=CC=CC=C12)OCN1CCCCC1 (((1-((2-Methoxynaphthalen-1-yl)methyl)naphthalen-2-yl)oxy)methyl)piperidine